O=C(/C=C/C=1C=C2CC3(CCN(CC3)C(C(C)(C)C)=O)C(NC2=NC1)=O)N1CC=C(CC1)CC=1SC=CN1 (E)-6-(3-oxo-3-(4-(thiazol-2-ylmethyl)-5,6-dihydropyridin-1(2H)-yl)prop-1-en-1-yl)-1'-pivaloyl-1H-spiro[[1,8]naphthyridine-3,4'-piperidin]-2(4H)-one